dimethoxybenzene chlorine [Cl].COC1=C(C=CC=C1)OC